C(C)(=O)N1C[C@@H](CCC1)NC(=O)C1=C(N=NC(=C1)C(F)(F)F)OC1=C(C=C(C=C1)F)C (R)-N-(1-Acetylpiperidin-3-yl)-3-(4-fluoro-2-methylphenoxy)-6-(trifluoromethyl)pyridazine-4-carboxamide